ClC1=CC=2C3=C(C(=NC2C(=C1C1=C2C=NNC2=CC(=C1C)Cl)F)N1CC(C1)N(C)C)C=NN3[C@@H]3C[C@H](NCC3)CC#N 2-((2S,4S)-4-(8-chloro-7-(6-chloro-5-methyl-1H-indazol-4-yl)-4-(3-(dimethylamino)azetidin-1-yl)-6-fluoro-1H-pyrazolo[4,3-c]quinolin-1-yl)piperidin-2-yl)acetonitrile